N-[3-chloro-4-[4-[2-[(3S)-pyrrolidin-3-yl]acetyl]piperazine-1-carbonyl]phenyl]-5-(5-fluoro-1H-indol-4-yl)-1-methyl-imidazole-2-carboxamide ClC=1C=C(C=CC1C(=O)N1CCN(CC1)C(C[C@H]1CNCC1)=O)NC(=O)C=1N(C(=CN1)C1=C2C=CNC2=CC=C1F)C